n-hexyl-2-methyl-3-hydroxypyridin-4-one C(CCCCC)C=1C(C(C(=NC1)C)O)=O